FC1=C(C=C(C(=C1O)F)F)C1=NC(=NO1)N1C(CCC1)C1=CC=C(C(=O)N)C=C1 4-(1-(5-(2,4,5-Trifluoro-3-hydroxyphenyl)-1,2,4-oxadiazol-3-yl)pyrrolidin-2-yl)benzamide